N-(4,4-Dimethyl-pentyl)-4-ethoxy-2-methyl-6-morpholin-4-yl-pyridine-3-carboxylic acid amide CC(CCCNC(=O)C=1C(=NC(=CC1OCC)N1CCOCC1)C)(C)C